6-(cyclopropanecarbonylamino)-8-(5-methylfuran-2-yl)imidazo[1,2-a]pyrazine C1(CC1)C(=O)NC=1N=C(C=2N(C1)C=CN2)C=2OC(=CC2)C